N-[3-cyano-1-(3-methylbut-2-en-1-yl)-1H-indol-5-yl]-6-oxo-1,6-dihydropyrimidine-4-carboxamide C(#N)C1=CN(C2=CC=C(C=C12)NC(=O)C=1N=CNC(C1)=O)CC=C(C)C